1-chloro-2,4,6-triethylcyclotrisilazane ClN1[SiH](N[SiH](N[SiH]1CC)CC)CC